BrC1=C(C(=CC(=C1)C(C(F)(F)F)(C(F)(F)F)F)C(F)(F)F)NC(C1=C(C(=CC=C1)N(C(C1=CC=CC=C1)=O)C(C)C1CC1)F)=O N-[2-bromo-4-(1,1,1,2,3,3,3-heptafluoroprop-2-yl)-6-(trifluoromethyl)phenyl]-3-[N-(1-cyclopropyl-ethyl)-benzamido]-2-fluorobenzamide